Tert-butyl 3-(4-bromobenzoylamino)-5-(2-fluoro-6-methoxyphenyl)-1H-pyrazolo[3,4-c]pyridine-1-carboxylate BrC1=CC=C(C(=O)NC2=NN(C3=CN=C(C=C32)C3=C(C=CC=C3OC)F)C(=O)OC(C)(C)C)C=C1